FC1=C(C(=CC(=C1)OC1CN(C1)CCF)F)[C@H]1N([C@@H](CC2=C1NC1=CC=CC=C21)C)CC(C)(C)F (1R,3R)-1-[2,6-difluoro-4-[1-(2-fluoroethyl)azetidin-3-yl]oxy-phenyl]-2-(2-fluoro-2-methyl-propyl)-3-methyl-1,3,4,9-tetrahydropyrido[3,4-b]indole